7-(4-Fluorophenyl)-N4-methyl-N2-[4-(4-methylimidazol-1-yl)-1-bicyclo[2.2.2]octanyl]-5,6-dihydropyrrolo[2,3-d]pyrimidin-2,4-diamin FC1=CC=C(C=C1)N1CCC2=C1N=C(N=C2NC)NC21CCC(CC2)(CC1)N1C=NC(=C1)C